O[C@@H]1C[C@H](N(C1)C(=O)OC(C)(C)C)C(N[C@@H](CO)C1=CC=C(C=C1)C1=NC=CN=C1C)=O tert-butyl (2S,4R)-4-hydroxy-2-(((R)-2-hydroxy-1-(4-(3-methylpyrazin-2-yl)phenyl)ethyl)carbamoyl)pyrrolidine-1-carboxylate